3-chloro-2-fluoro-N-(6-methoxy-2-methylpyridin-3-yl)-6-((2-methyl-4-(trifluoromethoxy)-phenyl)amino)-benzamide ClC=1C(=C(C(=O)NC=2C(=NC(=CC2)OC)C)C(=CC1)NC1=C(C=C(C=C1)OC(F)(F)F)C)F